C(C)(=O)NC1=CC=C(C(=O)NCCN2CCOCC2)C=C1 4-Acetamido-N-(2-morpholin-4-yl-ethyl)benzamide